CC1=CC=C(C=C([C@H]([C@@H]([C@H](C(O)=CC2=CC=C(C=C2)C)O)O)O)O)C=C1 di(p-methylbenzylidene)xylitol